1-(3-fluoro-5-(quinoxaline-6-carbonyl)phenyl)-3-(3-(trifluoromethyl)phenyl)urea FC=1C=C(C=C(C1)C(=O)C=1C=C2N=CC=NC2=CC1)NC(=O)NC1=CC(=CC=C1)C(F)(F)F